N1=COC=2C=NC=CC21 Oxazolo[5,4-c]Pyridine